2-(benzo[d]oxazol-2-ylamino)-N-(5-(2-mercaptoacetylamino)pentyl)pyrimidine-5-carboxamide O1C(=NC2=C1C=CC=C2)NC2=NC=C(C=N2)C(=O)NCCCCCNC(CS)=O